ClC1=CC=C(C(=N1)C(=O)O)N[C@H](C)C1=C2N=C(C(=NC2=CC(=C1)C)C#N)N1C2CC(CC1CC2)N2C(CCCC2)=O 6-chloro-3-(((1R)-1-(2-cyano-7-methyl-3-(3-(2-oxopiperidin-1-yl)-8-azabicyclo[3.2.1]octan-8-yl)quinoxalin-5-yl)ethyl)amino)picolinic acid